2,2-difluorotetrahydro-1H-pyrrolizine FC1(CC2CCCN2C1)F